C(C=C)C1=C(C(=O)O)C=CC(=C1)Cl 2-allyl-4-chlorobenzoic acid